6-bromo-5-chloro-1-(2,6-dimethoxyphenyl)-2-(6-ethoxypyridin-2-yl)-1H-imidazo[4,5-b]pyrazine BrC1=C(N=C2C(=N1)N(C(=N2)C2=NC(=CC=C2)OCC)C2=C(C=CC=C2OC)OC)Cl